C(C)NS(=O)(=O)C1=C(C=CC(=C1)NC1=NC(=CN=C1)C(C)C)C1=CN=C(S1)[C@@H]1CC[C@H](CC1)NC(OC(C)C)=O isopropyl trans-N-[4-[5-[2-(ethylsulfamoyl)-4-[(6-isopropylpyrazin-2-yl)amino]phenyl]thiazol-2-yl]cyclohexyl]carbamate